C[C@H]1NCCOC1 (R)-3-methyl-morpholin